(S)-3-fluoro-5-methoxy-4-(4-(2-(1-methyl-1H-pyrazole-5-carboxamido)-3,3-diphenylpropanamido)phenyl)pyridine 1-oxide FC=1C=[N+](C=C(C1C1=CC=C(C=C1)NC([C@H](C(C1=CC=CC=C1)C1=CC=CC=C1)NC(=O)C1=CC=NN1C)=O)OC)[O-]